[6-(3-Chloro-1H-pyrazol-4-yl)-1-(2-hydroxyethyl)indol-3-yl]-(6-methoxychroman-3-yl)methanone ClC1=NNC=C1C1=CC=C2C(=CN(C2=C1)CCO)C(=O)C1COC2=CC=C(C=C2C1)OC